o-aminophenylpinacol NC1=C(C=CC=C1)CC(O)(C)C(C)(C)O